N2,N3-bis(3-methoxyphenyl)pyrazine-2,3-diamine COC=1C=C(C=CC1)NC1=NC=CN=C1NC1=CC(=CC=C1)OC